(S)-4-((2-cyano-4-fluorophenyl)thio)-6-(1-(1-(1-hydroxypropan-2-yl)piperidin-4-yl)-5-methyl-1H-pyrazol-4-yl)pyrazolo[1,5-a]pyridine-3-carbonitrile C(#N)C1=C(C=CC(=C1)F)SC=1C=2N(C=C(C1)C=1C=NN(C1C)C1CCN(CC1)[C@H](CO)C)N=CC2C#N